N,N'-(((Methylazanediyl)bis(methylene))bis(quinoline-2,8-diyl))bis(4-(trifluoromethyl)benzenesulfonamide) CN(CC1=NC2=C(C=CC=C2C=C1)NS(=O)(=O)C1=CC=C(C=C1)C(F)(F)F)CC1=NC2=C(C=CC=C2C=C1)NS(=O)(=O)C1=CC=C(C=C1)C(F)(F)F